ClC1=NC2=C(N1CC(=O)N1CCC(CC1)C=1SC=C(N1)C1=NOC(C1)C1=C(C=CC=C1F)F)C=CC=C2 2-(2-chloro-1H-benzimidazol-1-yl)-1-(4-(4-(5-(2,6-difluorophenyl)-4,5-dihydroisoxazol-3-yl)thiazol-2-yl)piperidin-1-yl)ethan-1-one